(3-(hydroxyimino)-1-phenylbutyl)(n-decyl)phosphinic acid ON=C(CC(C1=CC=CC=C1)P(O)(=O)CCCCCCCCCC)C